(S)-2-((2-((1-methoxy-3,3-dimethyl-1,3-dihydrobenzo[c][1,2]oxaborol-5-yl)amino)-5-(1,3,4-oxadiazol-2-yl)pyridin-4-yl)amino)-2-phenylethan-1-ol COB1OC(C2=C1C=CC(=C2)NC2=NC=C(C(=C2)N[C@H](CO)C2=CC=CC=C2)C=2OC=NN2)(C)C